3-(6-chloro-[1,2,4]triazolo[4,3-b]pyridazin-3-yl)-N-(1-phenethylpiperidin-4-yl)propanamide ClC=1C=CC=2N(N1)C(=NN2)CCC(=O)NC2CCN(CC2)CCC2=CC=CC=C2